6-chloro-4-(isopropylamino)-N-methylnicotinamide ClC1=NC=C(C(=O)NC)C(=C1)NC(C)C